tert-butyl 4-methyl 5-(2-(3,5-difluorophenyl)butanamido)-3-methylthiophene-2,4-dicarboxylate FC=1C=C(C=C(C1)F)C(C(=O)NC1=C(C(=C(S1)C(=O)OC(C)(C)C)C)C(=O)OC)CC